ClC1=C(C(=O)NC2=CC=C(C=C2)C(C(F)(F)F)(C(F)(F)F)O)C=CC(=C1)Cl 2,4-dichloro-N-(4-(1,1,1,3,3,3-hexafluoro-2-hydroxypropan-2-yl)phenyl)benzamide